N-((1-Cyanopyrrolidin-3-yl)methyl)-1-phenyl-1H-1,2,4-triazole-3-carboxamide C(#N)N1CC(CC1)CNC(=O)C1=NN(C=N1)C1=CC=CC=C1